(R)-2-(5-((4,4-dimethylpiperidin-1-yl)methyl)-3-fluoro-2-methoxyphenyl)-2-((R)-3-((5-(5,6,7,8-tetrahydro-1,8-naphthyridin-2-yl)pentyl)oxy)pyrrolidin-1-yl)acetic acid CC1(CCN(CC1)CC=1C=C(C(=C(C1)[C@H](C(=O)O)N1C[C@@H](CC1)OCCCCCC1=NC=2NCCCC2C=C1)OC)F)C